(E)-N'-(3-methoxybenzylidene)-6-(6-(trifluoromethoxy)pyridin-3-yl)pyrazine-2-carbohydrazide COC=1C=C(\C=N\NC(=O)C2=NC(=CN=C2)C=2C=NC(=CC2)OC(F)(F)F)C=CC1